methyl (2S,3S,4R)-5-(benzyloxy)-4-[(diphenylmethylidene)amino]-2,3-dihydroxypentanoate C(C1=CC=CC=C1)OC[C@H]([C@@H]([C@@H](C(=O)OC)O)O)N=C(C1=CC=CC=C1)C1=CC=CC=C1